C(C)(C)(C)OC(=O)NC1CC(CCC1O)C(=O)OCC ethyl 3-(tert-butoxycarbonylamino)-4-hydroxycyclohexanecarboxylate